2-(2-chloro-1,3-thiazol-4-yl)-2-phenylacetic acid ClC=1SC=C(N1)C(C(=O)O)C1=CC=CC=C1